6-bromo-4-hydroxy-1-methyl-2-oxo-1,2-dihydro-1,5-naphthyridine-3-carboxylic acid ethyl ester C(C)OC(=O)C=1C(N(C2=CC=C(N=C2C1O)Br)C)=O